CC=1C(CC(C1C)C)OC(CCl)OCCCC chloroacetaldehyde n-butyl 2,3,4-trimethyl-2-cyclopentenyl acetal